N1=C(N=CC=C1)N1CCN(CC1)C1=NC=CC=N1 1,4-bis(2-pyrimidinyl)piperazine